4-FORMYLQUINOLINE-6-CARBOXYLIC ACID C(=O)C1=CC=NC2=CC=C(C=C12)C(=O)O